O=C1NC(CCC1C1=CC=C(C=C1)C1CCC(CC1)N1CCC(CC1)N1CCN(CC1)C=1C=C2C(N(C(C2=CC1)=O)[C@H](CS(=O)(=O)C)C1=CC(=C(C=C1)OC)OCC)=O)=O 5-(4-(1-(4-(4-(2,6-dioxopiperidin-3-yl)phenyl)cyclohexyl)piperidin-4-yl)-piperazin-1-yl)-2-((S)-1-(3-ethoxy-4-methoxyphenyl)-2-(methylsulfonyl)ethyl)isoindoline-1,3-dione